6-[(2S)-methyl-4-piperidinyl]-3H-1,3-benzoxazol-2-one hydrochloride Cl.CN1CCC(CC1)C1=CC2=C(NC(O2)=O)C=C1